C(CCCCC(C)C)N1C2=CC=CC=C2C=2C=C(C=CC12)C=1C2=CC=CC=C2C=C2C=CC=CC12 N-isooctyl-3-(9-anthryl)-carbazole